C(C1=CC=NC=C1)(=O)O.NCCC(=O)O beta-alanine isonicotinate